C(CCC)OC(CN1N=C(C=C1C(F)F)C1=NC(=NO1)C1(CC1)C1=C(C=CC=C1)C)=O butyl-2-(5-(difluoromethyl)-3-(3-(1-(o-tolyl)cyclopropyl)-1,2,4-oxadiazol-5-yl)-1H-pyrazol-1-yl)acetate